3-(3-Methoxypyridin-2-yl)-4-methylaniline COC=1C(=NC=CC1)C=1C=C(N)C=CC1C